iron (II) (ferrocene) [CH-]1C=CC=C1.[CH-]1C=CC=C1.[Fe+2].[Fe+2]